1-allyl-3-(7-(6-(3-(dimethylamino)propoxy)pyridin-3-yl)quinoxalin-2-yl)urea C(C=C)NC(=O)NC1=NC2=CC(=CC=C2N=C1)C=1C=NC(=CC1)OCCCN(C)C